CS(=O)(=O)NCC1C2(OCCO2)C(CN(C1)C(=O)OCC1=CC=CC=C1)C benzyl 6-(methanesulfonylaminomethyl)-10-methyl-1,4-dioxa-8-azaspiro[4.5]decane-8-carboxylate